N-(cis-4-((5-(imidazo[1,2-a]pyridin-6-yl)-4-methoxypyrrolo[2,1-f][1,2,4]triazin-2-yl)amino)cyclohexyl)acetamide N=1C=CN2C1C=CC(=C2)C=2C=CN1N=C(N=C(C12)OC)N[C@H]1CC[C@H](CC1)NC(C)=O